Methanol dibromide [Br-].[Br-].CO